C(C1=CC=CC=C1)N1C(C(CCC1)CO)C1=CC=C(C=C1)F (1-benzyl-(p-fluorophenyl)tetrahydropyridin-3-yl)methanol